(3-(tert-butylthio)phenyl)boronic acid C(C)(C)(C)SC=1C=C(C=CC1)B(O)O